ClC=1C=C(C=CC1Cl)C(CN(C)C)NS(=O)(=O)C1=CC(=C(C=C1)OC(F)(F)F)[N+](=O)[O-] N-[1-(3,4-dichlorophenyl)-2-(dimethylamino)ethyl]-3-nitro-4-(trifluoromethoxy)benzenesulfonamide